OC1=C(C=C(C=C1C(C)(C)CC)C(C)(C)CC)N1N=C2C(=N1)C=CC=C2 2-(2'-hydroxy-3',5'-di-tert.-amylphenyl)benzotriazol